Benzyl ((2S)-1-((1-(((S)-1-cyano-2-((S)-2-oxopiperidin-3-yl)ethyl)amino)-3-(4,4-difluorocyclohexyl)-1-oxopropan-2-yl)amino)-3-(naphthalen-1-yl)-1-oxopropan-2-yl)carbamate C(#N)[C@H](C[C@H]1C(NCCC1)=O)NC(C(CC1CCC(CC1)(F)F)NC([C@H](CC1=CC=CC2=CC=CC=C12)NC(OCC1=CC=CC=C1)=O)=O)=O